7-((4-methoxyphenyl)sulfonyl)-5-methyl-3,5,6,7,8,9-hexahydro-4H-pyrido[4',3':4,5]pyrrolo[2,3-d]pyridazin-4-one COC1=CC=C(C=C1)S(=O)(=O)N1CC2=C(C3=C(C(NN=C3)=O)N2C)CC1